FC1=CC=C(CO[C@H](C(=O)O)CC2=CC=CC=C2)C=C1 (S)-2-(4-fluorobenzyloxy)-3-phenylpropanoic acid